tert-butyl ((S)-1-(7-((((R)-2-amino-3,3,3-trifluoro-2-methylpropyl)amino)methyl)imidazo[1,2-b]pyridazin-2-yl)-5,5,5-trifluoro-4,4-dimethylpentyl)carbamate N[C@](CNCC1=CC=2N(N=C1)C=C(N2)[C@H](CCC(C(F)(F)F)(C)C)NC(OC(C)(C)C)=O)(C(F)(F)F)C